3,5-dibromo-1-(methoxymethyl)-1H-1,2,4-triazole BrC1=NN(C(=N1)Br)COC